3-cyanopyridine bisulfate S(O)(O)(=O)=O.C(#N)C=1C=NC=CC1